CN(C(CN1N=CC(=C1)NC(=O)C1CC(C1)OC1=CC=NC=C1)=O)CCOC1=CC=C(C=C1)C N-(1-(2-(methyl(2-(p-tolyloxy)ethyl)amino)-2-oxoethyl)-1H-pyrazol-4-yl)-3-(pyridin-4-yloxy)cyclobutane-1-carboxamide